COC1=C(C=C(C=C1)[C@@H](CN[C@@H]([C@H]1CNC2=C(N1)N=CC=C2)C2=CC=CC=C2)C)CC(=O)O |o1:8| 2-(2-methoxy-5-((S or R)-1-(((R)-phenyl((R)-1,2,3,4-tetrahydropyrido[2,3-b]pyrazin-3-yl)methyl)amino)propan-2-yl)phenyl)acetic acid